ClC=1C(=NC(=NC1)NC=1C=NN(C1)C1CCN(CC1)C)NCCCN1C(OCCC1)=O 3-(3-((5-chloro-2-((1-(1-methylpiperidin-4-yl)-1H-pyrazol-4-yl)amino)pyrimidin-4-yl)amino)propyl)-1,3-oxazinan-2-one